P(OOC1=C(C(=C(C=C1)C)SCC1=CC=CO1)SCC1=CC=CO1)([O-])[O-] bis(furfurylsulfanyl)-(p-tolyloxy) phosphite